5-methylpyrazolo[1,5-a]pyridine-3-carboxylic acid CC1=CC=2N(C=C1)N=CC2C(=O)O